2,6-diisopropylphenylisonitrile C(C)(C)C1=C(C(=CC=C1)C(C)C)[N+]#[C-]